1-Allyl-2,3,5-tri-O-benzoyl-α-D-ribofuranose C(C=C)[C@@]1(O)[C@H](OC(C2=CC=CC=C2)=O)[C@H](OC(C2=CC=CC=C2)=O)[C@H](O1)COC(C1=CC=CC=C1)=O